methyl 3-amino-N-(tert-butoxycarbonyl)-D-alaninate NC[C@@H](NC(=O)OC(C)(C)C)C(=O)OC